C(C)(C)OC(=O)C=1C(NC(NC1C)=O)C1=CC(=CC=C1)[N+](=O)[O-] 6-methyl-4-(3-nitrophenyl)-2-oxo-1,2,3,4-tetrahydropyrimidine-5-carboxylic acid isopropyl ester